2,4'-Dihydroxydiphenylmethane C1=CC=C(C(=C1)CC2=CC=C(C=C2)O)O